C(CCCCCCCC)C=1C(=C(C2=CC=CC=C2C1)S(=O)(=O)[O-])CCCCCCCCC.[Ca+2].C(CCCCCCCC)C=1C(=C(C2=CC=CC=C2C1)S(=O)(=O)[O-])CCCCCCCCC calcium dinonylnaphthalenesulphonate